NC1=C(C(=O)N)C(=CC(=C1)C(F)(F)F)Br 2-amino-6-bromo-4-(trifluoromethyl)benzamide